[C@H]12N(C[C@H](NC1)C2)CCN2C1=CC=C(C=C1OC=1C=C(C=CC21)C=2C=C1C=NNC1=CC2)C=2C=C1C=NNC1=CC2 10-(2-((1R,4R)-2,5-diazabicyclo[2.2.1]heptan-2-yl)ethyl)-3,7-di(1H-indazol-5-yl)-10H-phenoxazine